CN1C(CCC1)C=1C=C(C=CC1)O 3-(1-Methyl-pyrrolidin-2-yl)-phenol